2-(2-ethylnaphthalen-1-yl)-4,4,5,5-tetramethyl-1,3,2-dioxaborolane C(C)C1=C(C2=CC=CC=C2C=C1)B1OC(C(O1)(C)C)(C)C